C(C1=CC=CC=C1)OC1=NC=C(C=C1C(F)(F)F)Br 2-(benzyloxy)-5-bromo-3-(trifluoromethyl)pyridine